6-methyl-2-(2,2,2-trifluoroethyl)oxazolo[5,4-b]Pyridine CC=1C=C2C(=NC1)OC(=N2)CC(F)(F)F